C(C1=CC=CC=C1)[C@H](C(=O)N1C(OC[C@@H]1CC1=CC=CC=C1)=O)[C@@H]1CN(CC1)C(=O)OC(C)(C)C tert-butyl (3R)-3-[(1S)-1-benzyl-2-[(4S)-4-benzyl-2-oxo-oxazolidin-3-yl]-2-oxo-ethyl]pyrrolidine-1-carboxylate